OCC1=CC(=NC2=CC=C(C=C12)C(=O)N1C(CCCC1)C1=CC=C(C=C1)C(F)(F)F)NCC1=CC=C(C=C1)OC (4-(hydroxymethyl)-2-((4-methoxybenzyl)amino)quinolin-6-yl)(2-(4-(trifluoromethyl)phenyl)piperidin-1-yl)methanone